5-(5-aminopyridazin-3-yl)-N-((5-(tert-butyl)-2-methoxyphenyl)sulfonyl)-2-naphthamide NC=1C=C(N=NC1)C1=C2C=CC(=CC2=CC=C1)C(=O)NS(=O)(=O)C1=C(C=CC(=C1)C(C)(C)C)OC